3-bromo-3-nitrobenzoic acid methyl ester COC(C=1CC(C=CC1)([N+](=O)[O-])Br)=O